ClC1=CC=C(CNC=2C(C(C2NCC2=CC=C(C=C2)C2=NOC(=N2)C(F)(F)F)=O)=O)C=C1 3-((4-chlorobenzyl)amino)-4-((4-(5-(trifluoromethyl)-1,2,4-oxadiazol-3-yl)benzyl)amino)cyclobut-3-ene-1,2-dione